6-fluoro-4-oxo-2-phenyl-4H-pyrano[2,3-c]pyridine-3-carboxylic acid FC=1C=C2C(=CN1)OC(=C(C2=O)C(=O)O)C2=CC=CC=C2